4-(2-Iodophenoxy)-2-(4-methoxyphenyl)-5-oxopentanecarboxylic acid ethyl ester C(C)OC(=O)CC(CC(C=O)OC1=C(C=CC=C1)I)C1=CC=C(C=C1)OC